N1-(2-(4-(2-(Dioctylamino)ethyl)piperazin-1-yl)ethyl)-N1,N2,N2-tridodecyl-ethane-1,2-diamine C(CCCCCCC)N(CCN1CCN(CC1)CCN(CCN(CCCCCCCCCCCC)CCCCCCCCCCCC)CCCCCCCCCCCC)CCCCCCCC